Cyclohexane-1,2-dicarboxylic acid di-sec-octyl ester C(C)(CCCCCC)OC(=O)C1C(CCCC1)C(=O)OC(C)CCCCCC